6-(3-fluoro-3-methylazetidin-1-yl)quinoline-4-carboxylic acid FC1(CN(C1)C=1C=C2C(=CC=NC2=CC1)C(=O)O)C